di-tert-butyl-4-hydroxybenzyl-dimethylamine C(C)(C)(C)C(N(C)CC1=CC=C(C=C1)O)C(C)(C)C